CN(C(CN1N=CC(=C1)C1=C2C(=NC=C1)N(N=C2CNC(OC(C)(C)C)=O)C2=CC=C(C=C2)OC(F)(F)F)=O)C tert-butyl ((4-(1-(2-(dimethylamino)-2-oxoethyl)-1H-pyrazol-4-yl)-1-(4-(trifluoromethoxy)phenyl)-1H-pyrazolo[3,4-b]pyridin-3-yl)methyl)carbamate